C(CC[C@@H](C(=O)O)NC(=O)C1=CC=C(NCC2CNC=3N=C(N)NC(=O)C3N2)C=C1)(=O)O.ClC1=C(C=CC=C1C=1C=C2CCN(C2=CC1)C)C1C(NC(CC1)=O)=O 3-(2-chloro-3-(1-methylindolin-5-yl)phenyl)piperidine-2,6-dione TETRAHYDROFOLATE